3-ethynyl-6,7-dihydro-4H-pyrazolo[5,1-c][1,4]Oxazine C(#C)C=1C=NN2C1COCC2